2-(N-methylprop-2-enamido)benzoic acid CN(C(C=C)=O)C1=C(C(=O)O)C=CC=C1